N[C@H]1CS(C2=C(N(C1=O)CC1=CC=C(C=C1)Cl)C=C(C(=C2)F)C=2OC(=NN2)C2(CC2)C(F)(F)F)(=O)=O (3R)-3-amino-5-[(4-chlorophenyl)methyl]-8-fluoro-1,1-dioxo-7-[5-[1-(trifluoromethyl)cyclopropyl]-1,3,4-oxadiazol-2-yl]-2,3-dihydro-1lambda6,5-benzothiazepin-4-one